2-methyl-5-(((1-methylazepan-2-yl)methyl)amino)-N-((R)-1-(naphthalen-1-yl)ethyl)benzamide CC1=C(C(=O)N[C@H](C)C2=CC=CC3=CC=CC=C23)C=C(C=C1)NCC1N(CCCCC1)C